C(C)(C)(C)OC(=O)N(C(CCC(=O)[O-])C)CC(=O)OCC 4-((t-butoxycarbonyl)(2-ethoxy-2-oxoethyl)amino)pentanoate